2-((1-methylpyrrolidin-3-yl)oxy)-5-(thiophen-2-yl)benzene CN1CC(CC1)OC1=CC=C(C=C1)C=1SC=CC1